C(C)(=O)OCC1(CCC1)C1=C(C=C(C(=C1)F)CC(NC1=CC(=NC=C1)C(NC1(CC1)C(F)(F)F)=O)=O)OCC1=CC=CC=C1 [1-[2-Benzyloxy-5-fluoro-4-[2-oxo-2-[[2-[[1-(trifluoromethyl)cyclopropyl]carbamoyl]-4-pyridyl]amino]ethyl]phenyl]cyclobutyl]methyl acetate